N,N'-bis-[2-hydroxy-5-(carboxyethyl)benzyl]ethylenediamine OC1=C(CNCCNCC2=C(C=CC(=C2)CCC(=O)O)O)C=C(C=C1)CCC(=O)O